1-(2-C-cyano-2-deoxy-β-D-arabino-pentofuranosyl)-cytosine C(#N)[C@@H]1[C@@H](O[C@@H]([C@H]1O)CO)N1C(=O)N=C(N)C=C1